ClC1=CC(=C(CN2CCCC23CCN(CC3)C(=O)N3N=C(C=C3)C(=O)O)C=C1)N1CCCCC1 1-(1-(4-chloro-2-(piperidin-1-yl)benzyl)-1,8-diazaspiro[4.5]decane-8-carbonyl)-1H-pyrazole-3-carboxylic acid